2-({4-[(2-Methoxyphenyl)amino]-5-(methylcarbamoyl)pyridin-2-yl}amino)pyridine-4-carboxylic Acid COC1=C(C=CC=C1)NC1=CC(=NC=C1C(NC)=O)NC1=NC=CC(=C1)C(=O)O